C(C1=CC=CC=C1)OC(=O)N(C)CC(=O)O N-benzyl-oxycarbonyl-sarcosine